O1C(CCCC1)N1N=C(C2=CC=CC=C12)C#N 1-(tetrahydro-2H-pyran-2-yl)-1H-indazole-3-carbonitrile